methyl (4-(2-cyclohexylacetyl)-2,5-dimethylphenyl)carbamate C1(CCCCC1)CC(=O)C1=CC(=C(C=C1C)NC(OC)=O)C